O[C@H]1C[C@@H](O[C@@H]1CO)N1C=2N=CNC(C2N=C1)=O 9-((2R,4S,5R)-4-hydroxy-5-(hydroxymethyl)tetrahydrofuran-2-yl)-1,9-dihydro-6H-purin-6-one